ClC1=C(C(=CC=C1)Cl)C1=CC2=C(N=C(N=C2)NC2=CC(=C(N=N2)OCCN2CCS(CC2)(=O)=O)C#N)N(C1=O)C 6-((6-(2,6-dichlorophenyl)-8-methyl-7-oxo-7,8-dihydropyrido[2,3-d]pyrimidin-2-yl)amino)-3-(2-(1,1-dioxidothiomorpholino)ethoxy)pyridazine-4-carbonitrile